N-((4-((5-chloropyrimidin-2-yl)oxy)-3-fluoro-5-methylphenyl)carbamoyl)-3-methoxybicyclo[1.1.1]pentane-1-carboxamide ClC=1C=NC(=NC1)OC1=C(C=C(C=C1C)NC(=O)NC(=O)C12CC(C1)(C2)OC)F